S-2,3-bis((2-mercaptoethyl)thio)propylisothiourea SCCSC(CSC(N)=N)CSCCS